tert-butyl (R)-3-amino-3-methylpiperidine-1-carboxylate N[C@]1(CN(CCC1)C(=O)OC(C)(C)C)C